2-amino-N-(3'-((5-amino-6-chloropyrimidin-4-yl)amino)-2'-fluoro-4'-(4-methylpiperazin-1-yl)-[1,1'-biphenyl]-4-yl)-3-methylbutanamide NC(C(=O)NC1=CC=C(C=C1)C1=C(C(=C(C=C1)N1CCN(CC1)C)NC1=NC=NC(=C1N)Cl)F)C(C)C